6-[(2S)-2-aminopropyl]-2-chloro-7-ethyl-N-[(furan-2-yl)methyl]thieno[3,2-d]pyrimidin-4-amine N[C@H](CC1=C(C=2N=C(N=C(C2S1)NCC=1OC=CC1)Cl)CC)C